4,6-bis-(2,4,6-trihydroxybenzyl)-2,4-dimethyl-cresol OC1=C(CC2(CC(C(=C(C2)CC2=C(C=C(C=C2O)O)O)O)(C)C)C)C(=CC(=C1)O)O